COC1=CC=C(C=C1)C1=NC(=NC(=N1)C(Cl)(Cl)Cl)C(Cl)(Cl)Cl 2-(4-methoxy-phenyl)-4,6-bistrichloromethyl-[1,3,5]Triazine